FC=1C=C(C2=C(OC3(CC3)CO2)C1)NC1=NC=2N(C(=C1)NC)N=CC2C(=O)N[C@H]2[C@H](C2)F 5-((7-Fluoro-3H-spiro[benzo[b][1,4]dioxine-2,1'-cyclopropane]-5-yl)amino)-N-((1R,2S)-2-fluorocyclopropyl)-7-(methylamino)pyrazolo[1,5-a]pyrimidine-3-carboxamide